C(#N)CCNC(C1=CC=C(C=C1)C1=NC(=NC=C1C)NC=1C=NN(C1)C)=O N-(2-cyanoethyl)-4-(5-methyl-2-((1-methyl-1H-pyrazol-4-yl)amino)pyrimidin-4-yl)benzamide